(4-sulfamoylphenyl)boronic acid S(N)(=O)(=O)C1=CC=C(C=C1)B(O)O